(3-aminophenyl)(6,7-dimethoxy-3,4-dihydroisoquinolin-2(1H)-yl)methanone NC=1C=C(C=CC1)C(=O)N1CC2=CC(=C(C=C2CC1)OC)OC